3-[(2E)-3-(5-aminopyridin-3-yl)prop-2-enoyl]-4-phenyl-1,2-dihydroquinolin-2-one NC=1C=C(C=NC1)/C=C/C(=O)C=1C(NC2=CC=CC=C2C1C1=CC=CC=C1)=O